FC(C=1C(=CNC(C1)=O)C(=O)NC1=C(C=C(C(=C1)C=1C=NC(=NC1)N1C[C@H](OCC1)C)F)N1C[C@@H](N(CC1)C)C)F |r| 4-(difluoromethyl)-N-[4-fluoro-2-[rac-(3S)-3,4-dimethylpiperazin-1-yl]-5-[2-[rac-(2R)-2-methylmorpholin-4-yl]pyrimidin-5-yl]phenyl]-6-oxo-1H-pyridine-3-carboxamide